1-(p-tolyl)-3-methyl-5-pyrazolone CC1=NN(C(=O)C1)C2=CC=C(C=C2)C